Neodymium oxide [O-2].[Nd+3].[O-2].[O-2].[Nd+3]